O1C(=NN=C1)C1CCC(CC1)N1N=C2C=C(C(=CC2=C1)C(=O)NC=1C(N(C=CC1)C)=O)OC 2-((1R,4r)-4-(1,3,4-oxadiazol-2-yl)cyclohexyl)-6-methoxy-N-(1-methyl-2-oxo-1,2-dihydropyridin-3-yl)-2H-indazole-5-carboxamide